4-vinylbenzyl-trimethyl-ammonium iodide [I-].C(=C)C1=CC=C(C[N+](C)(C)C)C=C1